trimethyl-ε-caprolactone CC1C(C(=O)OCCC1)(C)C